2,3-dihydroimidazoquinoline N1CNC=2C=CC=3C=CC=NC3C21